S(=O)(=O)(C1=CC=C(C)C=C1)C#CC1=CSC=C1 3-(tosylethynyl)thiophene